1-cyclopentyl-N-methylmethanamine-HCl salt Cl.C1(CCCC1)CNC